The molecule is an acyl-CoA that results from the formal condensation of the thiol group of coenzyme A with the carboxy group of oscr#30. It derives from an oscr#30. It is a conjugate acid of an oscr#30-CoA(4-). C[C@H]1[C@@H](C[C@H]([C@@H](O1)OCCCCCCCCCCCCCCCCC(=O)SCCNC(=O)CCNC(=O)[C@@H](C(C)(C)COP(=O)(O)OP(=O)(O)OC[C@@H]2[C@H]([C@H]([C@@H](O2)N3C=NC4=C(N=CN=C43)N)O)OP(=O)(O)O)O)O)O